1-(3-fluoro-2-methoxy-4-(trifluoromethyl)phenyl)-N-(5-methyl-1-(1H-tetrazol-5-yl)azepan-3-yl)cyclopropane-1-carboxamide FC=1C(=C(C=CC1C(F)(F)F)C1(CC1)C(=O)NC1CN(CCC(C1)C)C1=NN=NN1)OC